CN1CCC(CCC1)N1C(C2=CC=CC=C2C=N1)=O 2-(1-methylazepan-4-yl)phthalazin-1-one